C(C)(=O)O.C(C1=CC=CC=C1)Br benzyl bromide Acetate